CN1N=C(C(=C1)[N+](=O)[O-])NC=1C=NC(=CC1)OC1=CC=CC2=C1C1(CC1)CO2 N-(1-methyl-4-nitro-pyrazol-3-yl)-6-spiro[2H-benzofuran-3,1'-cyclopropane]-4-yloxy-pyridin-3-amine